(R)-2-((5-chloro-2-((5-cyanopyridin-3-yl)methoxy)-4-((2-methyl-3-(quinoxalin-6-yl)benzyl)oxy)benzyl)amino)-3-hydroxypropanoic acid ClC=1C(=CC(=C(CN[C@@H](C(=O)O)CO)C1)OCC=1C=NC=C(C1)C#N)OCC1=C(C(=CC=C1)C=1C=C2N=CC=NC2=CC1)C